N-(6-(1-methyl-1H-pyrazol-5-yl)isoquinolin-3-yl)-1-(3,3,3-trifluoropropyl)piperidine-4-carboxamide CN1N=CC=C1C=1C=C2C=C(N=CC2=CC1)NC(=O)C1CCN(CC1)CCC(F)(F)F